BrC1=CC=C(C=C1)N(C1=CC=C(C=C1)C1=CC=C(C=C1)OCCCCCC)C1=CC=C(C=C1)C1=CC=C(C=C1)OCCCCCC N-(4-bromophenyl)-4-(4-hexyloxyphenyl)-N-[4-(4-hexyloxyphenyl)-phenyl]Aniline